(3-chloro-6-(difluoromethyl)-2-fluorophenyl)-3-(difluoromethyl)pyrazine-2-carboxylic acid ClC=1C(=C(C(=CC1)C(F)F)C=1N=C(C(=NC1)C(=O)O)C(F)F)F